1-(2-bromo-5-(3-ethyl-4-((4-fluorobenzyl)amino)-1-methyl-1H-pyrazolo[3,4-d]pyrimidin-6-yl)phenyl)propan-1-ol BrC1=C(C=C(C=C1)C1=NC(=C2C(=N1)N(N=C2CC)C)NCC2=CC=C(C=C2)F)C(CC)O